FC=1C=C2C(=C(NC2=C(C1)F)C1=CC=C(C=C1)F)C1=NN=C(O1)N(CCS(=O)(=O)N)C 2-({5-[5,7-difluoro-2-(4-fluorophenyl)-1H-indol-3-yl]-1,3,4-oxadiazol-2-yl}(methyl)amino)ethanesulfonamide